CC(C)CC(C#CCCCC)=O 2-methyldec-yn-4-one